COC(C)C=1C=CC(=NC1)COC1=NN=C(S1)N 5-((5-(1-methoxyethyl)pyridin-2-yl)methoxy)-1,3,4-thiadiazol-2-amine